N-((1R,5S,6s)-3-(5-(6-(3-cyanopyrrolo[1,2-b]pyridazin-7-yl)-4-(oxetan-3-ylamino)pyridin-3-yl)-1,3,4-thiadiazol-2-yl)-3-azabicyclo[3.1.1]heptan-6-yl)acetamide C(#N)C1=CC=2N(N=C1)C(=CC2)C2=CC(=C(C=N2)C2=NN=C(S2)N2C[C@@H]1C([C@H](C2)C1)NC(C)=O)NC1COC1